C(#N)[C@H]1[C@@H](CN(C12CC2)C(=O)OC(C)(C)C)C2=CC=CC=C2 |r| rac-tert-butyl (6R,7S)-7-cyano-6-phenyl-4-azaspiro[2.4]heptane-4-carboxylate